1,3,3,5,7-pentamethyl-5-(3-methylbut-2-en-1-yl)octahydrobenzo[c]isoxazole CN1OC(C2C1C(CC(C2)(CC=C(C)C)C)C)(C)C